C(CCCCCC)NC heptyl-(methyl)amine